(2R)-N-(4-tert-butyl-3-chlorophenyl)-2-(((3-hydroxy-1,2-oxazol-5-yl)acetyl)amino)-2-(tetrahydro-2H-pyran-4-yl)acetamide C(C)(C)(C)C1=C(C=C(C=C1)NC([C@@H](C1CCOCC1)NC(CC1=CC(=NO1)O)=O)=O)Cl